ON[Na] hydroxylaminO-sodium